tert-butyl 5-(6-amino-5-nitro-2-pyridinyl)-2,5-diazabicyclo[2.2.2]octane-2-carboxylate NC1=C(C=CC(=N1)N1C2CN(C(C1)CC2)C(=O)OC(C)(C)C)[N+](=O)[O-]